3-(2-((5-((5-(2-fluoropyridin-4-yl)-2,3-dihydro-1H-indene-4-Yl)oxy)-1-((2-(trimethylsilyl)ethoxy)-methyl)-1H-1,2,4-triazol-3-yl)sulfonyl)-2,6-diazaspiro[3.4]-Oct-6-yl)propan-1-ol FC1=NC=CC(=C1)C=1C(=C2CCCC2=CC1)OC1=NC(=NN1COCC[Si](C)(C)C)S(=O)(=O)N1CC2(C1)CN(CC2)CCCO